(20Z)-N,N-dimethyltricosan-20-en-10-amine CN(C(CCCCCCCCC)CCCCCCCCC\C=C/CC)C